(1S,2S)-2,6-dimethyl-1-hydroxyindane C[C@@H]1[C@@H](C2=CC(=CC=C2C1)C)O